6-{7-[(3S,4S)-3-fluoro-2,2,6,6-tetramethylpiperidin-4-yl]-6,7-dihydro-5H-pyrrolo[2,3-c]pyridazin-3-yl}-2-methylquinolin-7-ol F[C@@H]1C(NC(C[C@@H]1N1CCC2=C1N=NC(=C2)C=2C=C1C=CC(=NC1=CC2O)C)(C)C)(C)C